C(CCCCCCC\C=C/CCCCCCCC)(=O)O.[Y] yttrium oleic acid